NC1=C(C=CC(=C1)NCC1=CC=C(C=C1)C(F)(F)F)NC([C@H]([C@@H](CCCC)F)F)=O (2R,3R)-N-(2-Amino-4-((4-(trifluoromethyl)benzyl)amino)phenyl)-2,3-difluoroheptanamid